ClC1=CC=C(C=C1)N1CN(C(C2=CC=CC=C12)=O)NC(OCC)=O ethyl (1-(4-chlorophenyl)-4-oxo-1,4-dihydroquinazolin-3(2H)-yl)carbamate